5-(3-chloro-2-(1H-pyrazol-4-yl)phenyl)-3-methylenedihydrofuran-2(3H)-one ClC=1C(=C(C=CC1)C1CC(C(O1)=O)=C)C=1C=NNC1